4-(1-{3-(cyanomethyl)-1-[1-(3,5-dibromobenzoyl)piperidin-4-yl]azetidin-3-yl}-1H-pyrazol-4-yl)-1H-pyrrolo[2,3-b]pyridine-5-carbonitrile C(#N)CC1(CN(C1)C1CCN(CC1)C(C1=CC(=CC(=C1)Br)Br)=O)N1N=CC(=C1)C1=C2C(=NC=C1C#N)NC=C2